6-((1S,4S)-2,5-diazabicyclo[2.2.2]octan-2-yl)-N-(3-chloro-4-(difluoromethoxy)-2-fluorophenyl)pyrido[3,2-d]pyrimidin-4-amine [C@@H]12N(C[C@@H](NC1)CC2)C=2C=CC=1N=CN=C(C1N2)NC2=C(C(=C(C=C2)OC(F)F)Cl)F